Methyl (1S,3R)-1-(4-((tert-butoxycarbonyl)((S)-1-(3-fluoropropyl)pyrrolidin-3-yl)amino)-2,6-difluorophenyl)-2-(2,2-difluoropropyl)-3-methyl-1,2,3,4-tetrahydroisoquinoline-6-carboxylate C(C)(C)(C)OC(=O)N(C1=CC(=C(C(=C1)F)[C@H]1N([C@@H](CC2=CC(=CC=C12)C(=O)OC)C)CC(C)(F)F)F)[C@@H]1CN(CC1)CCCF